CN1N=C(C2=CC(=CC=C12)B1OC(C(O1)(C)C)(C)C)C(=O)O 1-methyl-5-(4,4,5,5-tetramethyl-1,3,2-dioxaborolan-2-yl)-1H-indazole-3-carboxylic acid